(2,6-Dichloropyridin-4-yl)methyl N6-diazo-L-lysinate hydrochloride Cl.[N+](=[N-])=NCCCC[C@H](N)C(=O)OCC1=CC(=NC(=C1)Cl)Cl